C1(CCC1)NC(CC)C 3-Cyclobutylaminobutan